Br.ClC=1C=C(C=2N(N1)C=C(N2)C)C 6-chloro-2,8-dimethylimidazo[1,2-b]pyridazine hydrobromide